3-[[4-[5-isobutyl-2-(2H-tetrazol-5-yl)-phenyl]piperazin-1-yl]methyl]-1-methyl-quinolin-2-one C(C(C)C)C=1C=CC(=C(C1)N1CCN(CC1)CC=1C(N(C2=CC=CC=C2C1)C)=O)C=1N=NNN1